C1(CC1)C=1C=CC(=NC1)N1CC(C1)OC=1C=C(C=CC1OC)[C@H]1[C@](CN(C1)C(=O)[C@@H]1C(C(C(C1)=O)(C)C)=O)(C)[C@@H](C)O ((3s,4S)-4-(3-((1-(5-cyclopropylpyridin-2-yl)azetidin-3-yl)oxy)-4-methoxyphenyl)-3-((R)-1-hydroxyethyl)-3-methylpyrrolidin-1-yl)((S)-2,2-dimethyl-1,3-dioxocyclopent-4-yl)methanone